C1CC12CCN(CC2)C2=C(C=C(C(=O)NC1=C(C=C(C=C1)F)CC(=O)OC(C)(C)C)C=C2)NC(=O)C2=NN(C1=CC=CC=C21)CC(F)(F)F tert-butyl 2-(2-(4-(6-azaspiro[2.5]octan-6-yl)-3-(1-(2,2,2-trifluoroethyl)-1H-indazole-3-carboxamido) benzamido)-5-fluorophenyl)acetate